C(=C)C1=CC=CC=2C3=CC=CC=C3NC12 1-vinylcarbazole